N-(3-(azepan-1-yl)-4-(3-(trifluoromethyl)-5,6,7,8-tetrahydro-[1,2,4]triazolo[4,3-a]pyrazine-7-carbonyl)phenyl)cyclopropanecarboxamide N1(CCCCCC1)C=1C=C(C=CC1C(=O)N1CC=2N(CC1)C(=NN2)C(F)(F)F)NC(=O)C2CC2